2-amino-5-(3-chlorophenyl)-4-oxo-4,5-dihydrofuran-3-yl-5-d phenylmethanesulfonate C1(=CC=CC=C1)CS(=O)(=O)OC1=C(OC(C1=O)([2H])C1=CC(=CC=C1)Cl)N